3-[5-[3-(3-hydroxypropoxy)prop-1-yn-1-yl]-3-methyl-2-oxo-2,3-dihydro-1H-1,3-benzodiazol-1-yl]piperidine-2,6-dione OCCCOCC#CC1=CC2=C(N(C(N2C)=O)C2C(NC(CC2)=O)=O)C=C1